(2-amino-3-(3-((6-(oxazol-2-ylmethoxy)pyridin-3-yl)methyl)isoxazol-5-yl)pyridin-1-ium-1-yl)methyl hydrogen phosphate P(=O)(OC[N+]1=C(C(=CC=C1)C1=CC(=NO1)CC=1C=NC(=CC1)OCC=1OC=CN1)N)(O)[O-]